CC(C)N1CCC(CC1)N1C2CN(CC(C1)CC2)C2=CC=CC(=N2)C(=O)NC2=CC=NC=C2 6-{6-[1-(Propan-2-yl)piperidin-4-yl]-3,6-diazabicyclo[3.2.2]nonan-3-yl}-N-(pyridin-4-yl)pyridine-2-carboxamide